1,4,6-trioxaspiro[4.5]decane O1CCOC12OCCCC2